C1(CC1)C1=C(C=C(C(=C1)I)C)N(C(C#CC)=O)C1=CC=C2C(=N1)C(=NN2C)OC2CC(CC2)C(=O)O 3-({5-[N-(2-cyclopropyl-4-iodo-5-methylphenyl)but-2-ynamido]-1-methylpyrazolo[4,3-b]pyridin-3-yl}oxy)cyclopentane-1-carboxylic acid